N1(CCOCC1)CC[C@H](CSC1=CC=CC=C1)N (2R)-4-morpholin-4-yl-1-phenylsulfanyl-butan-2-amine